2-(4-((2S,5R)-2,5-diethyl-4-(1-(2-methylthiazolo[5,4-b]pyridin-5-yl)ethyl)piperazin-1-yl)-1-methyl-2-oxo-1,2-dihydropyrazolo[1,5-a][1,3,5]triazin-7-yl)acetonitrile C(C)[C@@H]1N(C[C@H](N(C1)C(C)C1=CC=C2C(=N1)SC(=N2)C)CC)C2=NC(N(C=1N2N=C(C1)CC#N)C)=O